(3-methyl-4-chlorophenylphenyl)-γ-butyrolactone CC=1C=C(C=CC1Cl)C1=C(C=CC=C1)C1C(=O)OCC1